FC=1C=C(C=C(C1)F)C1CCN2N1C(C(C2)(C)CC)=O 3-(3,5-difluorophenyl)-6-ethyl-6-methyl-1,2,3,7-tetrahydropyrazolo[1,2-a]pyrazol-5-one